FC1=CC=C(C=N1)OCC(=O)N1CC2=C(CC1)N=C(S2)N2C1CN(CC2CC1)C 2-((6-fluoropyridin-3-yl)oxy)-1-(2-(3-methyl-3,8-diazabicyclo[3.2.1]octan-8-yl)-6,7-dihydrothiazolo[5,4-c]pyridin-5(4H)-yl)ethan-1-one